1-(pyridin-3-ylmethyl)-4-(1-(4-(trifluoromethyl)phenyl)-1H-indazol-3-yl)pyridin-2(1H)-one N1=CC(=CC=C1)CN1C(C=C(C=C1)C1=NN(C2=CC=CC=C12)C1=CC=C(C=C1)C(F)(F)F)=O